N=1C=NN2C1C=C(C=C2)C2=CNC=1N=C(N=C(C12)OC)NC1CC(C1)(C)NC(C)=O N-((1s,3s)-3-((5-([1,2,4]triazolo[1,5-a]pyridin-7-yl)-4-methoxy-7H-pyrrolo[2,3-d]pyrimidin-2-yl)amino)-1-methylcyclobutyl)acetamide